2-bis(4-chlorophenyl)methyl-4,6-dimethylaniline ClC1=CC=C(C=C1)C(C1=C(N)C(=CC(=C1)C)C)C1=CC=C(C=C1)Cl